(1s,2r)-[(benzyloxy)]-cyclopenten-1-ol C(C1=CC=CC=C1)OC1=C(CCC1)O